C(C)(C)(C)OC(=O)O[C@@H]1[C@H]([C@H](N(C1)C(=O)OC(C)(C)C)CC1=CC=C(C=C1)OC)OC(NC[C@@H]1NC(CNC1=O)=O)=O tert-butyl (2R,3S,4S)-4-[(tert-butoxycarbonyl)oxy]-3-[({[(2S)-3,6-dioxopiperazin-2-yl]methyl}carbamoyl)oxy]-2-[(4-methoxyphenyl)methyl]pyrrolidine-1-carboxylate